1-[5-(5-chloro-2-methoxypyridin-4-yl)-1H-pyrazole-3-carbonyl]-N-[1-(pyrazin-2-yl)ethyl]piperidine-4-carboxamide ClC=1C(=CC(=NC1)OC)C1=CC(=NN1)C(=O)N1CCC(CC1)C(=O)NC(C)C1=NC=CN=C1